C(C)(C)(C)C1=C(C(=CC(=C1)C(C=C(C1=CC=C(C=C1)OC)Cl)C1=CC=C(C=C1)OC)C(C)(C)C)O 2,6-di-tert-butyl-4-(3-chloro-1,3-bis(4-methoxyphenyl)allyl)phenol